N1=C(C=CC=C1)CC#N 2-(pyridine-2-yl)acetonitrile